2-mercapto-4-hydroxy-5,6-diaminopyrimidine carbon bis-sulfate S(=O)(=O)([O-])[O-].S(=O)(=O)([O-])[O-].[C+4].SC1=NC(=C(C(=N1)O)N)N